N=1C=CN2C1C=CC(=C2)OCC21COC(C2)C1 4-((imidazo[1,2-a]pyridin-6-yloxy)methyl)-2-oxabicyclo[2.1.1]hexan